N-(2-chloro-6-methylphenyl)-2-((6-(4-(9-((2-(2,6-dioxopiperidin-3-yl)-1-oxoisoindolin-4-yl)amino)-9-oxononanoyl)piperazin-1-yl)-2-methylpyrimidin-4-yl)amino)thiazole-5-carboxamide ClC1=C(C(=CC=C1)C)NC(=O)C1=CN=C(S1)NC1=NC(=NC(=C1)N1CCN(CC1)C(CCCCCCCC(=O)NC1=C2CN(C(C2=CC=C1)=O)C1C(NC(CC1)=O)=O)=O)C